CC1=CC=C(C=C1)S(=O)(=O)OC1=C(C(N(C=2N(C(N(C(C21)=O)C)=O)C)C)=O)C 1,3,6,8-tetramethyl-2,4,7-trioxo-1,2,3,4,7,8-hexahydropyrido[2,3-d]pyrimidine-5-yl 4-methylbenzenesulfonate